Disodium Sulfoacetate S(=O)(=O)(O)CC(=O)[O-].[Na+].[Na+].S(=O)(=O)(O)CC(=O)[O-]